CN1CCN(CC1)C1=CC=C(C=C1)C1=C2CNC(C2=CC=C1)=O 4-(4-(4-methylpiperazin-1-yl)phenyl)isoindolin-1-one